COC=1C(=CC2=CN(N=C2C1)C1CCC(CC1)N(C(C)=O)C)C(=O)NC=1C=NN2C1N=CC=C2 6-methoxy-2-(4-(N-methylacetamido)cyclohexyl)-N-(pyrazolo[1,5-a]pyrimidin-3-yl)-2H-indazole-5-carboxamide